3-Butyn CCC#C